CO[C@H]1[C@@H](O[C@@H]([C@H]1O)CO)N1C(=O)N=C(N)C(=C1)C 2'-O-methyl-5-methylcytidine